C(O[C@@H]1[C@@](O[C@H](C1)N1C2=NC(=NC(=C2N=C1)N)F)(C#C)COC(=O)OCCC12CC3CC(CC(C1)C3)C2)(OCC)=O ((2R,3S,5R)-2-((((2-(1-adamantyl)ethoxy)carbonyl)oxy)methyl)-5-(6-amino-2-fluoro-9H-purin-9-yl)-2-ethynyltetrahydro-furan-3-yl) ethyl carbonate